8-(bromomethyl)-5-(2,6-dichloro-4-fluorophenyl)-4-(3,4-dimethoxybenzyl)-3,4-dihydro-2H-benzo[b][1,4]oxazine BrCC1=CC=C(C2=C1OCCN2CC2=CC(=C(C=C2)OC)OC)C2=C(C=C(C=C2Cl)F)Cl